C1(CC1)C=1N=CN(C1)C1=CC=CC2=C1C=C(O2)C(=O)NC2=NC(=CC=C2)C2=NN=CN2C(COC)C 4-(4-cyclopropyl-1H-imidazol-1-yl)-N-(6-(4-(1-methoxypropan-2-yl)-4H-1,2,4-triazol-3-yl)pyridin-2-yl)benzofuran-2-carboxamide